2,3,4,5,6-pentafluorobenzenesulfonate FC1=C(C(=C(C(=C1F)F)F)F)S(=O)(=O)[O-]